O1CN(CC2=C1C=CC=C2)CC2=CC=C(O2)CC=2OC(=CC2)CN2COC1=C(C2)C=CC=C1 bis(5-((2H-benzo[e][1,3]oxazin-3(4H)-yl)methyl)furan-2-yl)methane